FC1=CC(=C(C=C1)NC=1C(=NC(=CN1)C(F)(F)F)C(=O)OCC)C ethyl 3-((4-fluoro-2-methylphenyl)-amino)-6-(trifluoro-methyl)pyrazine-2-carboxylate